tert-Butyl ((R)-1-acetylpiperidin-3-yl)(2-(6-chloro-6'-cyano-2'-fluoro-3'-(2-methoxyethoxy)-[1,1'-biphenyl]-3-yl)-2-phenylethyl)carbamate C(C)(=O)N1C[C@@H](CCC1)N(C(OC(C)(C)C)=O)CC(C1=CC=CC=C1)C=1C=C(C(=CC1)Cl)C1=C(C(=CC=C1C#N)OCCOC)F